C(#C)C1=C2C(=CC(=CC2=CC=C1F)O)C1=C(C=2N=C(N=C(C2C=N1)C1=CC=C2CCCCN12)OC[C@]12CCCN2C[C@@H](C1)F)F 5-ethynyl-6-fluoro-4-[8-fluoro-2-{[(2R,7aS)-2-fluorotetrahydro-1H-pyrrolizin-7a(5H)-yl]methoxy}-4-(5,6,7,8-tetrahydroindolizin-3-yl)pyrido[4,3-d]pyrimidin-7-yl]naphthalen-2-ol